8-(2-Chloro-3-methylphenyl)-9-(4-((1-(3-fluoropropyl)azetidin-3-yl)methyl)phenyl)-6,7-dihydro-5H-benzo[7]annulen ClC1=C(C=CC=C1C)C=1CCCC2=C(C1C1=CC=C(C=C1)CC1CN(C1)CCCF)C=CC=C2